(2-(2-aminoethoxy)ethyl)amine NCCOCCN